2-bromo-5-(2,6-dioxopiperidin-3-yl)benzonitrile BrC1=C(C#N)C=C(C=C1)C1C(NC(CC1)=O)=O